FC(C1=CC=C(C=N1)OC=1C(=NC=CN1)C=1CCN(CC1)C(=O)OC(C)(C)C)(F)F tert-butyl 4-(3-((6-(trifluoromethyl) pyridin-3-yl) oxy) pyrazin-2-yl)-3,6-dihydropyridine-1(2H)-carboxylate